3,5-diisobutyl-5-methyl-4,5-dihydro-1H-pyrazole C(C(C)C)C1=NNC(C1)(C)CC(C)C